N-methyl-2-phenylethan-1-amine CNCCC1=CC=CC=C1